2-(methoxycarbonyl)-6-oxo-decahydroisoquinoline-3-carboxylic acid COC(=O)N1CC2CCC(CC2CC1C(=O)O)=O